O[C@@H](C(=O)Cl)C (R)-2-hydroxypropanoyl chloride